(2S)-2-[(2,2-difluoroethyl)amino]but-3-en-1-ol FC(CN[C@H](CO)C=C)F